COC(=O)NS(=O)(=O)C1=C(N=C(S1)CCC)C1=CC=C(C=C1)CN1C(=NC=C1)C1CC1 ((4-(4-((2-cyclopropyl-1H-imidazol-1-yl)methyl)phenyl)-2-propylthiazol-5-yl)sulfonyl)aminoFormic acid methyl ester